The molecule is a beta-D-glucoside compound having a (3-methylbutanoyl)phloroglucinyl moiety at the anomeric position. Isolated from the whole plant of Indigofera heterantha, it exhibits lipoxygenase inhibitory activity. It has a role as a metabolite and a lipoxygenase inhibitor. It is a beta-D-glucoside, a polyphenol and an aromatic ketone. It derives from a phloroglucinol. CC(C)CC(=O)C1=C(C=C(C=C1O[C@H]2[C@@H]([C@H]([C@@H]([C@H](O2)CO)O)O)O)O)O